(S) and (R)-N-(amino(4-(hydroxymethyl)-2-(2-hydroxypropan-2-yl)thiazol-5-yl)(oxo)-λ6-sulfaneylidene)-2-(4-cyano-3-fluoro-2,6-diisopropylphenyl)acetamide N[S@@](=NC(CC1=C(C(=C(C=C1C(C)C)C#N)F)C(C)C)=O)(=O)C1=C(N=C(S1)C(C)(C)O)CO |r|